ClC=1N=CC2=C(N1)N(C=C2)CC 2-chloro-7-ethyl-7H-pyrrolo[2,3-d]pyrimidine